1-(4-((tert-butoxycarbonyl)amino)thiazol-2-yl)-8,8-dimethyl-6-oxo-5-oxa-2,4,7-triazanon-3-en-9-oic acid tert-butyl ester C(C)(C)(C)OC(C(NC(ON=CNCC=1SC=C(N1)NC(=O)OC(C)(C)C)=O)(C)C)=O